2-((2-(4-((6-ethoxy-9,9-dimethyl-9,10-dihydroacridin-2-yl)methyl)piperazin-1-yl)ethyl)amino)ethan-1-ol C(C)OC=1C=C2NC=3C=CC(=CC3C(C2=CC1)(C)C)CN1CCN(CC1)CCNCCO